BrC=1C=CC(=C2C(C=CNC12)=O)Cl 8-bromo-5-chloroquinolin-4(1H)-one